N-[5-(4,5-dihydro-3H-imidazol-2-yl)-3-fluorophenyl]-1-[(3-fluorophenyl)amino]methanamide N1=C(NCC1)C=1C=C(C=C(C1)NC(=O)NC1=CC(=CC=C1)F)F